(4s,5r)-1-(3-(difluoromethyl)-4-fluorophenyl)-3-((difluoromethyl)sulfonyl)-5-fluoro-4,5,6,7-tetrahydro-1H-indol-4-ol FC(C=1C=C(C=CC1F)N1C=C(C=2[C@@H]([C@@H](CCC12)F)O)S(=O)(=O)C(F)F)F